di-tert-butyl (acetoxymethyl)malonate C(C)(=O)OCC(C(=O)OC(C)(C)C)C(=O)OC(C)(C)C